C(C=C)OCCCC(=O)O 4-(prop-2-en-1-yloxy)butanoic acid